O[C@@H]1[C@H](CCCCC1)NC(=O)C1=CN(C(C=2C=CC=NC12)=O)CC1=CC=C(C=C1)C=1C=NN(C1)C N-((1S,2S)-2-hydroxycycloheptyl)-6-(4-(1-methyl-1H-pyrazol-4-yl)benzyl)-5-oxo-5,6-dihydro-1,6-naphthyridine-8-carboxamide